(S)-2-(1-imidazolyl)-3-phenylalaninol N1(C=NC=C1)[C@@](N)(CC1=CC=CC=C1)CO